C(C1=CC=CC=C1)N1N=CC(=C1C1=CC=2N(C=C1)N=C(C2)NC(=O)C2CC2)OC[C@H]2CN(CC2)C N-[5-[2-benzyl-4-[[(3R)-1-methylpyrrolidin-3-yl]methoxy]pyrazol-3-yl]pyrazolo[1,5-a]pyridin-2-yl]cyclopropanecarboxamide